FC(S(=O)(=O)[O-])(F)F.[Si](C)(C)(C(C)(C)C)N=S(N1C=[N+](C=C1)C)(=O)C 1-{[(tert-butyldimethylsilyl)imino](methyl)oxo-lambda6-sulfanyl}-3-methyl-1H-imidazol-3-ium trifluoromethanesulfonate